6-(1-Methyl-1,2,3,4-tetrahydroquinolin-5-yl)-2-(pyrimidin-2-yl)phthalazin-1(2H)-one CN1CCCC2=C(C=CC=C12)C=1C=C2C=NN(C(C2=CC1)=O)C1=NC=CC=N1